boron benzoic acid C(C1=CC=CC=C1)(=O)O.[B]